(R)-N-(6-(1H-pyrazol-4-yl)isoquinolin-3-yl)-1-isobutylpiperidine-3-carboxamide N1N=CC(=C1)C=1C=C2C=C(N=CC2=CC1)NC(=O)[C@H]1CN(CCC1)CC(C)C